ClC1=C(C=CC=C1)C1=NC2=C(CN(CC2)C2CC3=CC(=CC=C3CC2)N2C=NC(=C2)C)N1 2-(2-chlorophenyl)-5-(7-(4-methyl-1H-imidazol-1-yl)-1,2,3,4-tetrahydronaphthalen-2-yl)-4,5,6,7-tetrahydro-3H-imidazo[4,5-c]pyridine